(2-bromo-3-(4-fluoro-2-(trifluoromethyl)benzyl)-5,6-dihydroimidazo[1,2-a]pyrazin-7(8H)-yl)-4-chloropyridazin-3(2H)-one BrC=1N=C2N(CCN(C2)N2N=CC=C(C2=O)Cl)C1CC1=C(C=C(C=C1)F)C(F)(F)F